7-{4-(trifluoromethyl)phenoxy}chroman-4-one FC(C1=CC=C(OC2=CC=C3C(CCOC3=C2)=O)C=C1)(F)F